3,4-dichlorophenyl 3-azido-3-deoxy-2-O-(2,2,2-trifluoroethyl)-1-thio-alpha-D-galactopyranoside N(=[N+]=[N-])[C@@H]1[C@H]([C@@H](SC2=CC(=C(C=C2)Cl)Cl)O[C@@H]([C@@H]1O)CO)OCC(F)(F)F